COC[C@H](C1=CC=CC=C1)NC(=O)C1=NN2C(C(NC(=C2)C=2C=NC3=CC=CC(=C3C2)C)=O)=C1C(C)C N-[(1S)-2-Methoxy-1-phenylethyl]-6-(5-methylquinolin-3-yl)-4-oxo-3-(propan-2-yl)-4,5-dihydropyrazolo[1,5-a]pyrazine-2-carboxamide